(4-(5-(6-Methyl-2-(4-(trifluoromethyl)piperidin-1-yl)pyrimidin-4-yl)-1,3,4-oxadiazol-2-yl)-3-(6-azaspiro[2.5]octan-6-yl)phenyl)-2-hydroxyethane-1-sulfonamide CC1=CC(=NC(=N1)N1CCC(CC1)C(F)(F)F)C1=NN=C(O1)C1=C(C=C(C=C1)C(CO)S(=O)(=O)N)N1CCC2(CC2)CC1